2-[(3-amino-pyrazolo-[1,5-a]-pyrimidin-7-yl)-(2-hydroxy-ethyl)-amino]-ethanol NC=1C=NN2C1N=CC=C2N(CCO)CCO